C(C1=CC=CC=C1)OC(CCC(C)C)=O 4-methylpentanoic acid benzyl ester